C(C)C1C(=O)OCC1 ethyl-4-butanolide